C(C)C(C=O)\C=C(\C\C=C\C)/CC (3E,6E)-2,4-diethyl-3,6-octadienal